D-galactopyranosyl-(1→4) β-L-rhamnopyranoside O([C@@H]1[C@H](O)[C@H](O)[C@@H](O)[C@@H](O1)C)C1[C@H](O)[C@@H](O)[C@@H](O)[C@H](O1)CO